OC1=C(CC(=C(C1)C(=O)[O-])O)C(=O)OCC ethyl 2,5-dihydroxycyclohexane-1,4-diene-1,4-dicarboxylate